ClC1=C(C=CC=C1C1C(NC(CC1)=O)=O)C1=CC=C(C=C1)N1CCCCC1 3-(2-chloro-4'-(piperidin-1-yl)-[1,1'-biphenyl]-3-yl)piperidine-2,6-dione